N-benzyl-2-(3-(6-methylpyridin-2-yl)-4-(quinolin-4-yl)-1H-pyrazol-1-yl)acetamide (3,5-dihexylphenyl)methyl-6-oxohexadecanoate C(CCCCC)C=1C=C(C=C(C1)CCCCCC)COC(CCCCC(CCCCCCCCCC)=O)=O.C(C1=CC=CC=C1)NC(CN1N=C(C(=C1)C1=CC=NC2=CC=CC=C12)C1=NC(=CC=C1)C)=O